(R)-benzyl 2-(((benzyloxy)carbonyl)amino)-3-(3-(5-ethylisoxazol-4-yl)-5-fluorobenzamido)propanoate C(C1=CC=CC=C1)OC(=O)N[C@@H](C(=O)OCC1=CC=CC=C1)CNC(C1=CC(=CC(=C1)F)C=1C=NOC1CC)=O